4-methyl-5-((2R,6S)-6-methylpiperazin-2-yl)isobenzofuran CC=1C2=COC=C2C=CC1[C@H]1N[C@H](CNC1)C